C1(CC1)CC(=O)OC methyl 2-cyclopropylacetate